[NH2](C(=O)N)=O urea N-oxide